6-chloro-N-{6-methoxy-1-methylpyrazolo[4,3-c]pyridin-7-yl}pyridine-3-sulfonamide ClC1=CC=C(C=N1)S(=O)(=O)NC=1C2=C(C=NC1OC)C=NN2C